1-N-(cyclohexylidene)-3-(triethoxysilyl)-1-propaneamine C1(CCCCC1)=NCCC[Si](OCC)(OCC)OCC